FC=1C=C(C=C(C1)F)C1CCCC=2N1C=C(N2)NC([C@@H](C)O)=O (2R)-N-(5-(3,5-difluorophenyl)-5,6,7,8-tetrahydroimidazo[1,2-a]pyridin-2-yl)-2-hydroxypropanamide